(S-S)-folate C(CC[C@@H](C(=O)O)NC(=O)C1=CC=C(NCC2=CN=C3N=C(N)NC(=O)C3=N2)C=C1)(=O)[O-]